methyl 5-bromo-2-(1-cyanocyclopropyl)pyrazole-3-carboxylate BrC=1C=C(N(N1)C1(CC1)C#N)C(=O)OC